CSC(C(=O)N1C(CCC1)C=1NC(=CN1)C1=CC=CC=C1)C (methylthio)-1-(2-(5-phenyl-1H-imidazol-2-yl)pyrrolidin-1-yl)propan-1-one